C(C=C)(=O)N1CCC(CC1)C1C=2N(NCC1)C(=C(N2)C2=CC=C(C=C2)OC2=CC=C(C=C2)F)C(=O)N 8-(1-acryloylpiperidin-4-yl)-2-(4-(4-fluorophenoxy)phenyl)-5,6,7,8-tetrahydroimidazo[1,2-b]pyridazine-3-carboxamide